(2RS)-2-amino-2-cyclopropylethanolate hydrochloride Cl.N[C@@H](C[O-])C1CC1 |r|